N-(4-methoxy-2-((R)-3-morpholinopyrrolidin-1-yl)-5-((6-((R)-3-(3-phenoxyphenyl)isoxazolidin-2-yl)pyrimidin-4-yl)amino)phenyl)acrylamide COC1=CC(=C(C=C1NC1=NC=NC(=C1)N1OCC[C@@H]1C1=CC(=CC=C1)OC1=CC=CC=C1)NC(C=C)=O)N1C[C@@H](CC1)N1CCOCC1